(7S)-7-tert-butyl-N-[(1R)-3-(4-hydroxy-1-piperidyl)-1-[4-(2-oxooxazolidin-3-yl)phenyl]propyl]-5,6,7,8-tetrahydrothiazolo[5,4-b]quinoline-2-carboxamide C(C)(C)(C)[C@@H]1CC=2C=C3C(=NC2CC1)SC(=N3)C(=O)N[C@H](CCN3CCC(CC3)O)C3=CC=C(C=C3)N3C(OCC3)=O